FC(C=1C=C(C=C(C1)C(F)(F)F)C1=NN(C=N1)\C=C/C(=O)NN1C(CCCC1)=O)(F)F (Z)-3-(3-(3,5-bis(trifluoromethyl)phenyl)-1H-1,2,4-triazol-1-yl)-N-(2-oxopiperidin-1-yl)acrylamide